2-[(6-bromo-3-ethoxycarbonyl-4-quinolinyl)amino]benzoic acid BrC=1C=C2C(=C(C=NC2=CC1)C(=O)OCC)NC1=C(C(=O)O)C=CC=C1